C(C1=CC=CC=C1)OCCN(CCCNC=1C(=C(C(=CC1)Br)C)N)C N1-(3-{[2-(benzyloxy)ethyl](methyl)amino}propyl)-4-bromo-3-methylbenzene-1,2-diamine